C[C@@H]1CN(C[C@@H](N1C=1N=CC2=C(N1)C(=NN2)C=2C=NC(=CC2)N2C[C@H](NCC2)C)C)C(=O)N2CCCC2 ((3R,5S)-3,5-dimethyl-4-(3-(6-((R)-3-methylpiperazin-1-yl)pyridin-3-yl)-1H-pyrazolo[4,3-d]pyrimidin-5-yl)piperazin-1-yl)(pyrrolidin-1-yl)methanone